tert-butyl 3-(4-((2-hydroxy ethyl)(methyl)amino)pyridin-3-yl)azetidine-1-carboxylate OCCN(C1=C(C=NC=C1)C1CN(C1)C(=O)OC(C)(C)C)C